CN1C=CC=2C1=NC=C(C2)C2CC1(CN(C1)C=O)C2 (6-(1-methyl-1H-pyrrolo[2,3-b]pyridin-5-yl)-2-azaspiro[3.3]heptan-2-yl)methanone